6-bromo-1'-methyl-spiro[indoline-3,4'-piperidin]-2-one-7-d BrC1=CC=C2C(=C1[2H])NC(C21CCN(CC1)C)=O